COC1=CC=C(C(=N1)C(C=O)(C)C)[N+](=O)[O-] 2-(6-methoxy-3-nitropyridin-2-yl)-2-methylpropionaldehyde